8-(3-methoxy-3-methylazetidin-1-yl)-N-(2-methoxy-4-(1-methyl-1H-1,2,3-triazol-5-yl)phenyl)-6-methylpyrido[3,4-d]pyrimidin-2-amine COC1(CN(C1)C1=NC(=CC2=C1N=C(N=C2)NC2=C(C=C(C=C2)C2=CN=NN2C)OC)C)C